anti-Caffeine N1(C)C(=O)N(C)C=2N=CN(C)C2C1=O